2-(1-morpholinocyclobutyl)thiazole-5-sulfinic acid O1CCN(CC1)C1(CCC1)C=1SC(=CN1)S(=O)O